[(3aS,4R,6R,6aR)-4-(4-chloropyrrolo[2,3-d]pyrimidin-7-yl)-2,2-dimethyl-4,5,6,6a-tetrahydro-3aH-cyclopenta[d][1,3]dioxol-6-yl]methanol ClC=1C2=C(N=CN1)N(C=C2)[C@@H]2C[C@@H]([C@H]1OC(O[C@H]12)(C)C)CO